3-(tert-butoxycarbonylamino)-butyl bromide C(C)(C)(C)OC(=O)NC(CCBr)C